C(C)(C)(C)OC(=O)N1[C@@H]2C[C@]([C@@H]2CC1)(C)O.COC1=NC=C(C=N1)C(=O)NC1=CC(=CC=C1)COC(CCNC)C1=CC=CC=C1 |r| 2-methoxy-N-(3-((3-(methylamino)-1-phenylpropoxy)methyl)phenyl)pyrimidine-5-carboxamide rac-tert-butyl-(1R,5R,6S)-6-hydroxy-6-methyl-2-azabicyclo[3.2.0]heptane-2-carboxylate